Cl.C(C=C)OC(CCN)=O β-alanine allyl ester hydrochloride